COC1=C(OC(C(=O)[O-])C=2C(=C(COC2)CC(=O)[O-])CC(=O)[O-])C=CC=C1 2-methoxyphenoxy-2H-pyran-3,4,5-triyltriacetate